1-{3-[(1-Ethyl-1H-pyrazol-4-yl)methyl]-4-phenoxyphenyl}-3-phenyl-1,3,5-triazine-2,4,6-trione C(C)N1N=CC(=C1)CC=1C=C(C=CC1OC1=CC=CC=C1)N1C(N(C(NC1=O)=O)C1=CC=CC=C1)=O